(1-(8-iodoimidazo[1,2-c]pyrimidin-5-yl)-4-methylpiperidin-4-yl)carbamic acid tert-butyl ester C(C)(C)(C)OC(NC1(CCN(CC1)C1=NC=C(C=2N1C=CN2)I)C)=O